4-(6-acryloyloxyoctyloxy)-4'-cyanobiphenyl C(C=C)(=O)OC(CCCCCOC1=CC=C(C=C1)C1=CC=C(C=C1)C#N)CC